ClC(C(CCl)Cl)O 1,2,3-trichloropropanol